ClC1=C(C=C(C=C1)Cl)S(=O)(=O)N1CCC2=C(C(=CC=C12)F)C=1C=C2C=NC(=NC2=CC1)N 6-[1-(2,5-dichlorobenzene-1-sulfonyl)-5-fluoro-2,3-dihydro-1H-indol-4-yl]quinazolin-2-amine